indene-5-carboxylic acid C1C=CC2=CC(=CC=C12)C(=O)O